FC=1C(=C(C=C(C1F)C1(CCOCC1)C)C(C(=O)O)N1C[C@@H](CC1)N(CCCCCC1=NC=2NCCCC2C=C1)C)OC 2-(3,4-difluoro-2-methoxy-5-(4-methyltetrahydro-2H-pyran-4-yl)phenyl)-2-((R)-3-(methyl(5-(5,6,7,8-tetrahydro-1,8-naphthyridin-2-yl)pentyl)amino)pyrrolidin-1-yl)acetic acid